CC=1C=C(C=C(C1)C)C1=NC=CC2=CC(=CC=C12)C(C)C 1-(3,5-dimethylphenyl)-6-isopropyl-isoquinoline